2-Bromo-4-(1-(hydroxymethyl)cyclopropyloxy)-6-(methylthio)pyridin-3-ol BrC1=NC(=CC(=C1O)OC1(CC1)CO)SC